pyridin-2-yl(trifluoromethyl)((4-(5-(trifluoromethyl)-1,2,4-oxadiazol-3-yl)phenyl)imino)-λ6-sulfanone N1=C(C=CC=C1)S(=O)(=NC1=CC=C(C=C1)C1=NOC(=N1)C(F)(F)F)C(F)(F)F